(E)-2-((2,4-dimethoxyphenyl)(hydroxy)methylene)-4,6-dimethoxybenzofuran-3(2H)-one COC1=C(C=CC(=C1)OC)/C(=C/1\OC2=C(C1=O)C(=CC(=C2)OC)OC)/O